6-(2-fluoropyrimidin-5-yl)-2,3,4,9-tetrahydro-1H-carbazol-1-one FC1=NC=C(C=N1)C=1C=C2C=3CCCC(C3NC2=CC1)=O